NC=1SC2=C(N1)C(=CC=C2)C2=C(C(=NC1=CC=CC=C21)N2CC1(CN(C1)C(C=C)=O)CC2)C#N 4-(2-amino-1,3-benzothiazol-4-yl)-2-(2-(2-propenoyl)-2,6-diazaspiro[3.4]octan-6-yl)-3-quinolinecarbonitrile